ethyl rac-4-[(tert-butoxycarbonyl)amino]-2-methyl-3-oxobutanoate C(C)(C)(C)OC(=O)NCC([C@H](C(=O)OCC)C)=O |r|